BrC1=CC(=NC=C1)N1CCC(CC1)OC1CCC(CC1)C(OC)OC 4-bromo-2-[4-[4-(dimethoxymethyl)cyclohexyloxy]-1-piperidinyl]pyridine